C(C1=CC=CC=C1)N1N=CC2=CC(=CC=C12)OC=1N=C(C2=C(N1)C=NC=C2)O 2-(1-benzyl-1H-indazol-5-yloxy)-pyridino[3,4-d]pyrimidine-4-ol